(3-chloro-5-fluoropyridin-2-yl)ethylamine ClC=1C(=NC=C(C1)F)CCN